1-bromo-3,4,5-trimethoxybenzene BrC1=CC(=C(C(=C1)OC)OC)OC